(3s)-4-(2-(3-(2-fluorophenyl)ureido)-2-oxoethyl)piperazine-1-carboxylic acid tert-butyl ester C(C)(C)(C)OC(=O)N1CCN(CC1)CC(=O)NC(=O)NC1=C(C=CC=C1)F